5-(2-bromoethoxy)-1,3-difluoro-2-(1-methanesulfonylethyl)benzene BrCCOC=1C=C(C(=C(C1)F)C(C)S(=O)(=O)C)F